CC1(NC(C2=CC=C(C=C12)C1=CNC2=NC=C(C=C21)CN2CCN(CC2)C)=O)C 3,3-dimethyl-5-(5-((4-methylpiperazin-1-yl)methyl)-1H-pyrrolo[2,3-b]pyridin-3-yl)isoindolin-1-one